tert-butyl 4-(4-(pyridin-3-ylmethoxy)phenyl)-1H-imidazole-1-carboxylate N1=CC(=CC=C1)COC1=CC=C(C=C1)C=1N=CN(C1)C(=O)OC(C)(C)C